C(C)OCC[N+]1(CCCCC1)C N-(2-ethoxyethyl)-N-methylpiperidinium